1-(6-(Chloromethyl)-4-fluoropyridazin-3-yl)dihydropyrimidine-2,4(1H,3H)-dione ClCC1=CC(=C(N=N1)N1C(NC(CC1)=O)=O)F